5-amino-N-(4-fluoro-2,6-dimethylphenyl)-2-methoxypyridine-3-sulfonamide NC=1C=C(C(=NC1)OC)S(=O)(=O)NC1=C(C=C(C=C1C)F)C